C1=CC=C2C(=C1)C(=O)C=C(N2)C(=O)[O-] The molecule is a quinolinemonocarboxylate that is the conjugate base of kynurenic acid It has a role as a human metabolite. It is a conjugate base of a kynurenic acid.